4-methyl-3-[6-(trifluoromethyl)-1,2,4-triazin-3-yl]aniline CC1=C(C=C(N)C=C1)C=1N=NC(=CN1)C(F)(F)F